C(C)(C)(C)OC(=O)N1CCN(C2(CNC2=O)C1)C([C@@H](NC(=O)OCC1=CC=CC=C1)[C@H](OCC1=CC=CC=C1)C)=O 5-(O-benzyl-N-((benzyloxy)carbonyl)-L-threonyl)-1-oxo-2,5,8-triazaspiro[3.5]nonane-8-carboxylic acid tert-butyl ester